FC(C(=O)OCC)(Br)F ethyl 2,2-difluoro-2-bromoacetate